2,2,2-trifluoro-N-(1-oxidothiomorpholin-1-ylidene)acetamide FC(C(=O)N=S1(CCNCC1)=O)(F)F